methyl (S)-2-(chloromethyl)-1-(oxadiazole-2-ylmethyl)-1H-benzo[d]imidazole-6-carboxylate ClCC1=NC2=C(N1CN1OC=CN1)C=C(C=C2)C(=O)OC